(2R)-2-amino-4-({[1-(carboxymethyl)-1,3-diazinan-2-ylidene]-amino}sulfanyl)-butanoic acid N[C@@H](C(=O)O)CCSN=C1N(CCCN1)CC(=O)O